4-[(4-{[(1-aminocyclopropyl)methyl]amino}butyl)amino]-5-chloro-2-fluoro-N-(5-fluoro-1,3-thiazol-2-yl)benzenesulfonamide NC1(CC1)CNCCCCNC1=CC(=C(C=C1Cl)S(=O)(=O)NC=1SC(=CN1)F)F